2-furancarbaldehyde O1C(=CC=C1)C=O